C\C(=C/CO)\CC[C@H]1C(CC[C@H]2C(CCC[C@]12C)(C)C)=C (E)-3-methyl-5-((1S,4aS,8aS)-5,5,8a-trimethyl-2-methylenedecahydronaphthalen-1-yl)pent-2-en-1-ol